(6S,7S)-6-((2-fluoro-[1,1'-biphenyl]-3-yl)methyl)-N-((S)-2-hydroxypropyl)-N-methyl-7-(methylsulfonamido)-5-azaspiro[2.4]heptane-5-carboxamide FC1=C(C=CC=C1C[C@@H]1N(CC2(CC2)[C@@H]1NS(=O)(=O)C)C(=O)N(C)C[C@H](C)O)C1=CC=CC=C1